2-bromo-4-(perfluoropropan-2-yl)-6-(trifluoromethyl)aniline BrC1=C(N)C(=CC(=C1)C(C(F)(F)F)(C(F)(F)F)F)C(F)(F)F